nickel(II) acetylacetate C(C)(=O)CC(=O)[O-].[Ni+2].C(C)(=O)CC(=O)[O-]